1-(2-(methylsulfonyl)ethyl)-4-((4'-(4,4,5,5-tetramethyl-1,3,2-dioxaborolan-2-yl)-[1,1'-biphenyl]-4-yl)methyl)piperazine CS(=O)(=O)CCN1CCN(CC1)CC1=CC=C(C=C1)C1=CC=C(C=C1)B1OC(C(O1)(C)C)(C)C